N-(2-Methoxy-5-(4-(trifluoromethyl)phenoxy)phenyl)-3-methyl-6-oxo-piperidine-3-carboxamide COC1=C(C=C(C=C1)OC1=CC=C(C=C1)C(F)(F)F)NC(=O)C1(CNC(CC1)=O)C